4-((4-Carbamoylcyclohexyl)amino)-N-(4-(4-methylpiperazin-1-yl)phenyl)-2-oxo-1,2-dihydropyridine-3-carboxamide C(N)(=O)C1CCC(CC1)NC1=C(C(NC=C1)=O)C(=O)NC1=CC=C(C=C1)N1CCN(CC1)C